(rac)-6-chloro-1-methyl-4-[4-(5-methyl-1,3-benzooxazol-2-yl)piperidin-1-yl]-2-oxo-7-[(oxolan-3-yl)methoxy]-1,2-dihydroquinoline-3-carbonitrile ClC=1C=C2C(=C(C(N(C2=CC1OC[C@H]1COCC1)C)=O)C#N)N1CCC(CC1)C=1OC2=C(N1)C=C(C=C2)C |r|